N-[(6-Amino-2-pyridyl)sulfonyl]-5-(3-methoxy-5-methylphenyl)-2-(2,2,4-trimethylpyrrolidin-1-yl)pyridin-3-carboxamid NC1=CC=CC(=N1)S(=O)(=O)NC(=O)C=1C(=NC=C(C1)C1=CC(=CC(=C1)C)OC)N1C(CC(C1)C)(C)C